2-amino-1,4-dimercaptobutane NC(CS)CCS